C(C)(C)(C)OC(=O)NC(C(=O)OC)CNCC(F)(F)F methyl 2-(tert-butoxycarbonylamino)-3-(2,2,2-trifluoroethylamino)propanoate